6-[[5-fluoro-4-(7-fluoro-3-isopropyl-2-methyl-benzoimidazol-5-yl)pyrimidin-2-yl]amino]pyridine-3-carbaldehyde FC=1C(=NC(=NC1)NC1=CC=C(C=N1)C=O)C1=CC2=C(N=C(N2C(C)C)C)C(=C1)F